FC1=C(COC=2C=C3N(C(N2)=O)CC24N3CC(C2)C4)C=CC(=C1)OC1=CC(=NC=C1)C(F)(F)F 3-((2-fluoro-4-((2-(trifluoromethyl)pyridin-4-yl)oxy)benzyl)oxy)-7,8-dihydro-1H,6H,9H-7,8a-methanopyrrolo[1',2':3,4]imidazo[1,2-c]pyrimidin-1-one